ClC=1C(=NC(=C(C1)C(F)(F)F)Cl)C1=NC(=C(C=C1)Cl)C(=O)OC Methyl 3',5,6'-trichloro-5'-(trifluoromethyl)-[2,2'-bipyridine]-6-carboxylate